C[C@@H]1N(CCC(C1)C1=CC2=C(N(C(O2)=O)C)C=C1)C(=O)NCCCCC1=CC=CC=C1 (2S)-methyl-4-(3-methyl-2-oxo-1,3-benzoxazol-6-yl)-N-(4-phenylbutyl)piperidine-1-carboxamide